(3R,5R)-5-ethyl-1-(6-p-toluenesulfonylimidazo[4,5-d]pyrrolo[2,3-b]pyridin-1(6H)-yl)pyrrolidin-3-ol C(C)[C@@H]1C[C@H](CN1N1C=NC=2C1=C1C(=NC2)N(C=C1)S(=O)(=O)C1=CC=C(C)C=C1)O